tert-butyl (E)-4-(4-(3-(pyridin-3-yl)acrylamido)butyl)piperidine-1-carboxylate N1=CC(=CC=C1)/C=C/C(=O)NCCCCC1CCN(CC1)C(=O)OC(C)(C)C